C12(CC3CC(CC(C1)C3)C2)CN2C[C@@H]3[C@H](C2)CC(C3)NC3=NC=C(C=C3)C=3C(=NN(C3)C)C (3aR,5s,6aS)-2-(1-adamantyl-methyl)-N-[5-(1,3-dimethyl-pyrazol-4-yl)-2-pyridyl]-3,3a,4,5,6,6a-hexahydro-1H-cyclopenta[c]pyrrol-5-amine